C=C1CC(CCC1)=C 1,3-dimethylenecyclohexane